ClC1=CC=C(C(=N1)C#N)N[C@H](C)C=1C=C(C=C2C(C(=C(OC12)C=1C=NC=CC1)C=1C=NOC1)=O)C 6-Chloro-3-[[(1R)-1-[3-isoxazol-4-yl-6-methyl-4-oxo-2-(3-pyridyl)chromen-8-yl]ethyl]amino]pyridine-2-carbonitrile